ClC=1C(=CC2=C(N=C(N=C2)NC)N1)C=1C=C(C=CC1C)NC(=O)C1=CC(=NC=C1)C(F)(F)F N-[3-[7-chloro-2-(methylamino)pyrido[2,3-d]pyrimidin-6-yl]-4-methylphenyl]-2-(trifluoromethyl)pyridine-4-carboxamide